C(C)OC(=O)C1(CC1)N(C)C(C1=C(C=C(C(=C1)N1C(N(C(N(C1=O)C)=S)C)=O)F)Cl)=O 1-[[2-chloro-5-(3,5-dimethyl-2,6-dioxo-4-thioxo-1,3,5-triazin-1-yl)-4-fluoro-benzoyl]-methyl-amino]cyclopropanecarboxylic acid ethyl ester